N1,N3-Dimethyl-N1-(3-(methylamino)propyl)propane-1,3-diamine CN(CCCNC)CCCNC